C[C@H](C[C@H](C)O)O (2R,4S)-pentane-2,4-diol